Cl.C1(=CC=CC=C1)[C@@H]1N=C2SCCN2C1 (-)-(s)-2,3,5,6-tetrahydro-6-phenylimidazo(2,1-b)thiazole monohydrochloride